4-(1-([2,3'-bipyridine]-6'-yl)-5-hydroxy-1H-pyrazol-4-yl)benzonitrile N1=C(C=CC=C1)C=1C=NC(=CC1)N1N=CC(=C1O)C1=CC=C(C#N)C=C1